5-(3-(trifluoromethyl)phenyl)-N-(3-(2,2-difluoropropyl)-1,2,4-thiadiazol-5-yl)thiophene-3-carboxamide FC(C=1C=C(C=CC1)C1=CC(=CS1)C(=O)NC1=NC(=NS1)CC(C)(F)F)(F)F